FC(C)(CCC1=CC=CC=C1)F 2,2-difluoro-4-phenylbutan